FC(CO)(F)C=1C=C(C=CC1)[C@@H](C)NS(=O)C(C)(C)C N-((R)-1-(3-(1,1-difluoro-2-hydroxyethyl)phenyl)ethyl)-2-methylpropane-2-sulfinamide